O1C=C(C=C1)C(=O)NC=1C=C2C(=CNC2=CC1)C=1CCN(CC1)CCCC 5-(3-furoyl)amino-3-(1-butyl-1,2,3,6-tetrahydropyridin-4-yl)-1H-indole